ClC1=CC=2N(C(=C1)C1=C(C(=O)N(C(C)C)CC)C=C(C=C1)F)C(=NC2)C 2-{7-chloro-3-methylimidazo[1,5-a]pyridin-5-yl}-N-ethyl-5-fluoro-N-(isopropyl)benzamide